tert-butyl 4-(1-((benzyloxy)carbonyl)piperidin-4-yl)piperazine-1-carboxylate C(C1=CC=CC=C1)OC(=O)N1CCC(CC1)N1CCN(CC1)C(=O)OC(C)(C)C